N-((3-amino-6-(2,6-dimethylpyridin-4-yl)-5-(4-fluorophenyl)pyrazin-2-yl)methyl)picolinamide NC=1C(=NC(=C(N1)C1=CC=C(C=C1)F)C1=CC(=NC(=C1)C)C)CNC(C1=NC=CC=C1)=O